[4-[4-chloro-3-(trifluoromethyl)phenoxy]-2,5-dimethylphenyl]-N-ethyl-N-methylmethylaminopyrimidineamide ClC1=C(C=C(OC2=CC(=C(C=C2C)C=2C(=NC(=NC2)C(=O)N(C)CC)NC)C)C=C1)C(F)(F)F